CN1N=CC2=CC(=CC=C12)C=1N=C2N(C(C1)=O)C=C(C=C2)C2=CCN(CC2)C(=O)OC(C)(C)C tert-butyl 4-(2-(1-methyl-1H-indazol-5-yl)-4-oxo-4H-pyrido[1,2-a]pyrimidin-7-yl)-5,6-dihydropyridine-1(2H)-carboxylate